2-(1H-indol-3-yl)ethan-1-aminium 2-carboxybenzoate C(=O)(O)C1=C(C(=O)[O-])C=CC=C1.N1C=C(C2=CC=CC=C12)CC[NH3+]